Hexahydro-1,3-diazin N1CNCCC1